rac-(3ar,4r,6ar)-1-(5-(2-cyanopyridin-4-yl)oxazole-2-carbonyl)-4-methylhexahydropyrrolo[3,4-b]pyrrole-5(1H)-carboxylic acid tert-butyl ester C(C)(C)(C)OC(=O)N1C[C@@H]2N(CC[C@@H]2[C@H]1C)C(=O)C=1OC(=CN1)C1=CC(=NC=C1)C#N |r|